C(C1=CC=CC=C1)OC(=O)N[C@@H](CCCCNC(COCCOCCOCCOCCOCCOCCOCCOCCOCCOC)=O)C(=O)N[C@@H](C)C(=O)N[C@@H](C)C(=O)N[C@@H](C)C(=O)OC(C)(C)C tert-butyl ((S)-37-(((benzyloxy) carbonyl) amino)-31-oxo-2,5,8,11,14,17,20,23,26,29-decaoxa-32-azaoctatriacontan-38-oyl)-L-alanyl-L-alanyl-L-alaninate